1-(2-chloroquinolin-7-yl)methanamine ClC1=NC2=CC(=CC=C2C=C1)CN